(S)-2,3-dimethyl-4-(3-(3-phenylpropionylamino)piperidin-1-yl)-1H-indole-7-carboxamide CC=1NC2=C(C=CC(=C2C1C)N1C[C@H](CCC1)NC(CCC1=CC=CC=C1)=O)C(=O)N